C(C1=CC=CC=C1)N(C/C=C/C(=O)OC)C[C@@H](C)NC(=O)OC(C)(C)C methyl (E)-4-[benzyl-[(2R)-2-(tert-butoxycarbonylamino)propyl]amino]but-2-enoate